8-[(1-D-histidylazetidin-3-yl)oxy]-4,4-dihydroxy-5-oxa-4-boranuidabicyclo[4.4.0]deca-1(6),7,9-triene-7-carboxylic acid disodium salt [Na+].[Na+].N[C@H](CC1=CNC=N1)C(=O)N1CC(C1)OC1=C(C=2O[B-](CCC2C=C1)(O)O)C(=O)O.N[C@H](CC1=CNC=N1)C(=O)N1CC(C1)OC1=C(C=2O[B-](CCC2C=C1)(O)O)C(=O)O